2-O-(N-BOC-L-tryptophanyl)-4'-nitro-2',5-dichlorosalicylanilide C(=O)(OC(C)(C)C)N[C@@H](CC1=CNC2=CC=CC=C12)C(=O)OC=1C(C(=O)NC2=C(C=C(C=C2)[N+](=O)[O-])Cl)=CC(=CC1)Cl